ClC=1C(=C2C=NNC2=C(C1F)COCC)C=1C=CC=2N(C1)C=C(N2)NC(=O)C2C(C2)F N-(6-(5-chloro-7-(ethoxymethyl)-6-fluoro-1H-indazol-4-yl)imidazo[1,2-a]pyridin-2-yl)-2-fluorocyclopropane-1-carboxamide